ClC1=C(C=C(C=C1)NC(=O)NC(C)C1=NC=CN=C1N1N=CC=N1)C(F)(F)F 1-[4-chloro-3-(trifluoromethyl)phenyl]-3-[1-[3-(triazol-2-yl)pyrazin-2-yl]ethyl]urea